C(C)(C)(C)OC(NC(C)C)=NC(C)C O-tert-butyl-N,N'-diisopropylisourea